N1C(=NC2=C1C=CC=C2)[C@H]2N(CCC1=C2N=CN1)C(CCCC1=CC(=CC=C1)OC)=O (S)-1-(4-(1H-benzo[d]imidazol-2-yl)-6,7-dihydro-1H-imidazo[4,5-c]pyridin-5(4H)-yl)-4-(3-methoxyphenyl)butan-1-one